N-[3-[5-(6-aminopyrimidin-4-yl)-1H-pyrrolo[2,3-b]pyridine-3-carbonyl]-2-fluoro-phenyl]pyrrolidine NC1=CC(=NC=N1)C=1C=C2C(=NC1)NC=C2C(=O)C=2C(=C(C=CC2)N2CCCC2)F